C(C)(C)(C)OC(=O)N(C(OC(C)(C)C)=O)C1=NC=NC(=C1)NC(=O)C1CC1 tert-butyl N-(tert-butoxycarbonyl)-N-(6-cyclopropaneamidopyrimidin-4-yl)carbamate